CC1(OC[C@@H]2[C@H](O1)[C@@H](C[C@]1(O2)OCCC1)N1N=NC(=C1)C1=CC(=C(C(=C1)F)F)F)C (2S,4a'R,7'R,8'R,8a'R)-2',2'-dimethyl-8'-(4-(3,4,5-trifluorophenyl)-1H-1,2,3-triazol-1-yl)hexahydro-3H,4'H-spiro[furan-2,6'-pyrano[3,2-d][1,3]dioxin]